OCNC(=O)N monohydroxymethylurea